BrCC=1C=C2CN3C(C2=CC1)=NC(=C3)C(F)(F)F 7-(bromomethyl)-2-(trifluoromethyl)-5H-imidazo[2,1-a]isoindole